oxetan-2-yl-(methyl)-1H-benzo[d]Imidazole-6-carboxylic acid methyl ester COC(=O)C=1C=CC2=C(N(C(=N2)C2OCC2)C)C1